ClC=1C=C2C(=CN=C(C2=CN1)N1[C@@H]([C@](C1)(O)C)C)C(C)C (2R,3S)-1-(6-chloro-4-isopropyl-2,7-naphthyridin-1-yl)-2,3-dimethylazetidin-3-ol